COC(C1=C(C=C(C=C1)\C=C\C(=O)OC(C)(C)C)C)=O (E)-4-(3-(tert-butoxy)-3-oxoprop-1-en-1-yl)-2-methylbenzoic acid methyl ester